C1(CC1)OC1=C(C=CC=C1)C1=NN(C2=NC(=CC=C21)NC(=O)NCCN2CCN(CC2)C(=O)OC(C)(C)C)COCC[Si](C)(C)C tert-butyl 4-[2-([[3-(2-cyclopropoxyphenyl)-1-[[2-(trimethylsilyl)ethoxy]methyl]pyrazolo[3,4-b]pyridin-6-yl]carbamoyl]amino)ethyl]piperazine-1-carboxylate